ClC1=CC=C(C=C1)C1=CC(=NC(=N1)C=1C=NC=CC1)N1CC(=NC=C1)C(=O)O 4-(6-(4-chlorophenyl)-2-(pyridin-3-yl)pyrimidin-4-yl)pyrazine-2-carboxylic acid